FC1=C(C=C(C=C1C)C1=C(C=C(C=C1C)F)C)[C@H](CC(=O)O)NC([C@H](CC(C)C)NC(=O)C1=NC(=CC=C1)N1CCN(CCC1)C)=O (3S)-3-{4,4'-difluoro-2',5,6'-trimethyl-[1,1'-biphenyl]-3-yl}-3-[(2S)-4-methyl-2-{[6-(4-methyl-1,4-diazepan-1-yl)pyridin-2-yl]formamido}pentanamido]propanoic acid